ClC=1C=C(CNC(=O)C=2C(=C(C(=NC2)C(=O)NO)O)CO)C=CC1F N5-(3-chloro-4-fluorobenzyl)N2,3-dihydroxy-4-(hydroxymethyl)pyridine-2,5-dicarboxamide